1-(2-carboxyethenyl)-2,3,3-trimethyl-3H-indol-1-ium C(=O)(O)C=C[N+]1=C(C(C2=CC=CC=C12)(C)C)C